C1(CCCC1)OC1=CC=CC(=N1)C=1N=NN(C1)C1=C(C=C(C=C1)NS(=O)(=O)CCO)N1CCC2(CC2)CC1 N-(4-(4-(6-(cyclopentyloxy)pyridin-2-yl)-1H-1,2,3-triazol-1-yl)-3-(6-azaspiro[2.5]octan-6-yl)phenyl)-2-hydroxyethane-1-sulfonamide